COC1=C(C=C(C=C1)OC)CC(=O)OCC1=CC=CC=C1 benzyl (2,5-dimethoxyphenyl)acetate